C(CCCCCCC(=O)[O-])C(=O)[O-] 1,7-heptanedicarboxylate